C1(CC1)CCN(C1=C2CN(C(C2=CC=C1)=O)N1C(CCCC1=O)=O)C1CCC(CC1)NCC(C(F)(F)F)(F)F 4-[(2-cyclopropylethyl)[(1r,4r)-4-[(2,2,3,3,3-pentafluoropropyl)amino]cyclohexyl]amino]-1-oxo-3H-isoindol-2-ylpiperidine-2,6-dione